1-(2-{[(2r,7as)-2-fluoro-hexahydro-1H-pyrrolizin-7a-yl]methoxy}-7-(8-ethynyl-7-fluoro-3-hydroxynaphthalen-1-yl)-8-fluoroquinazolin-4-yl)piperidin-4-ol carbon [C].F[C@@H]1C[C@@]2(CCCN2C1)COC1=NC2=C(C(=CC=C2C(=N1)N1CCC(CC1)O)C1=CC(=CC2=CC=C(C(=C12)C#C)F)O)F